ClCC(O)C=1C(=C(C(=CC1)F)NC(C)=O)F N-(3-(2-chloro-1-hydroxyethyl)-2,6-difluorophenyl)acetamide